2,3-dibromo-6-[1-fluoro-2-(hexyloxy)ethyl]pyridine BrC1=NC(=CC=C1Br)C(COCCCCCC)F